1-methyl-2-oxo-indole CN1C(CC2=CC=CC=C12)=O